FC1(CCN(CC1)N1C(C(=CC=C1)NC(C1=C(C=C(C=C1)I)N1CC[Si](CC1)(C)C)=O)=O)F N-(1-(4,4-difluoropiperidin-1-yl)-2-oxo-1,2-dihydropyridin-3-yl)-2-(4,4-dimethyl-1,4-azasilinan-1-yl)-4-iodobenzamide